(3-amino-3-ethylpentyl)(4-((3-amino-3-ethylpentyl)amino)butyl)carbamic acid NC(CCN(C(O)=O)CCCCNCCC(CC)(CC)N)(CC)CC